5-bromo-4,6-difluoro-indoline BrC=1C(=C2CCNC2=CC1F)F